6-[4-(imidazol-1-yl)-1,3-benzothiazol-7-yl]-N-methyl-N-(2,2,6,6-tetramethylpiperidin-4-yl)pyridazin-3-amine N1(C=NC=C1)C1=CC=C(C2=C1N=CS2)C2=CC=C(N=N2)N(C2CC(NC(C2)(C)C)(C)C)C